BrC1=C(C(=C(C=C1)O)C)F 4-bromo-3-fluoro-2-methyl-phenol